8-chloro-1-[cis-2-(difluoromethyl)tetrahydro-2H-pyran-4-yl]-2-[(5-methyl-1,2-Oxazol-3-yl)methyl]-1H-imidazo[4,5-c]Quinoline ClC1=CC=2C3=C(C=NC2C=C1)N=C(N3[C@@H]3C[C@@H](OCC3)C(F)F)CC3=NOC(=C3)C